((benzyloxy)methyl)propane-1,3-diyl dinonanoate C(CCCCCCCC)(=O)OCCC(COCC1=CC=CC=C1)OC(CCCCCCCC)=O